N-(2-(2-(adamantan-1-yl)acetamido)ethyl)-3-(2-(5-methyl-[1,1'-biphenyl]-2-yl)-1H-pyrrolo[2,3-b]pyridin-3-yl)propanamide C12(CC3CC(CC(C1)C3)C2)CC(=O)NCCNC(CCC2=C(NC3=NC=CC=C32)C3=C(C=C(C=C3)C)C3=CC=CC=C3)=O